C[O-].[Ir+] iridium (I) methoxide